C1(=CC=C2C=CC=C3C4=CC=CC5=CC=CC(C1=C23)=C45)C(=O)N Perylenamid